COC1=C2C(C=C(OC2=CC=C1[Sn](CCCC)(CCCC)CCCC)C1OCCC1)=O 5-Methoxy-2-(tetrahydrofuran-2-yl)-6-(tributylstannyl)-4H-chromen-4-one